C(CCCCCCCCC#C)(=O)OCCCN1N=NC(=C1C(=O)OCC(CCCC)CC)C(=O)OCC(CCCC)CC bis(2-ethylhexyl) 1-(3-(undec-10-ynoyloxy)propyl)-1H-1,2,3-triazole-4,5-dicarboxylate